C(CCCCCC)(=O)N1CCOCC1 4-heptanoyl-morpholine